N-(2,4,5-trifluoro-3-(3-morpholinoquinoxaline-6-carbonyl)phenyl)-3-(trifluoromethyl)benzamide Ethyl-2-methyl-6-oxo-1H-pyridine-3-carboxylate C(C)OC(=O)C1=C(NC(C=C1)=O)C.FC1=C(C=C(C(=C1C(=O)C=1C=C2N=C(C=NC2=CC1)N1CCOCC1)F)F)NC(C1=CC(=CC=C1)C(F)(F)F)=O